methyl 3-dimethylamino-α-cyanocinnamate CN(C=1C=C(C=C(C(=O)OC)C#N)C=CC1)C